N-(3-chloro-5-(methylsulfonyl)phenyl)-5-(5-(difluoromethoxy)pyrimidin-2-yl)-1-methyl-1H-pyrrole-3-carboxamide ClC=1C=C(C=C(C1)S(=O)(=O)C)NC(=O)C1=CN(C(=C1)C1=NC=C(C=N1)OC(F)F)C